CC=1OC2=C(N1)CN(C2)C(=O)NC=2C=NC(=NC2)N(C2CCNCC2)C 2-methyl-N-(2-(methyl-(piperidin-4-yl)amino)-pyrimidin-5-yl)-4,6-dihydro-5H-pyrrolo-[3,4-d]oxazole-5-carboxamide